(2,3-dimethoxy-4-methoxyphenyl)methanol ethyl-7-chlorobenzo[d][1,3]dioxole-4-carboxylate C(C)C1OC2=C(O1)C(=CC=C2C(=O)OCC2=C(C(=C(C=C2)OC)OC)OC)Cl